(tert-butyl 2,2,2-trifluoroethyl) carbamate C(N)(OC(C(F)(F)F)C(C)(C)C)=O